isononadecyl alcohol C(CCCCCCCCCCCCCCCC(C)C)O